6-fluoro-2,4-dimethyl-indol FC1=CC(=C2C=C(NC2=C1)C)C